(S)-6-(4-Ethyl-3-(hydroxymethyl)-5-oxo-4,5-dihydro-1H-1,2,4-triazol-1-yl)-5-fluoro-N-(3-isopropyl-1-methyl-1H-pyrazol-5-yl)-2-((1,1,1-trifluoropropan-2-yl)oxy)nicotinamide C(C)N1C(=NN(C1=O)C1=NC(=C(C(=O)NC2=CC(=NN2C)C(C)C)C=C1F)O[C@H](C(F)(F)F)C)CO